stearyl-sulfonic acid, sodium salt [Na+].C(CCCCCCCCCCCCCCCCC)S(=O)(=O)[O-]